(1-(1H-indol-3-yl)hexan-2-yl)-6-(4-methylpiperazin-1-yl)thieno[3,2-c]pyridine-2-carboxamide N1C=C(C2=CC=CC=C12)CC(CCCC)C1=C(SC2=C1C=NC(=C2)N2CCN(CC2)C)C(=O)N